(E)-5-methyl-1-(3-(pyrimidin-2-yl)acryloyl)-5,6-dihydropyridin-2(1H)-one CC1C=CC(N(C1)C(\C=C\C1=NC=CC=N1)=O)=O